4-benzyl-6-(1,4-dimethyl-1H-1,2,3-triazol-5-yl)-4H-thieno[2',3':4,5]pyrrolo[3,2-b]pyridine-2-carboxylic acid ethyl ester C(C)OC(=O)C1=CC2=C(C3=NC=C(C=C3N2CC2=CC=CC=C2)C2=C(N=NN2C)C)S1